C1(CC1)N1CC(C(CC1)CC)C(=O)C1=CC2=CC=C(C=C2C=C1)OC (1-cyclopropyl-4-ethylpiperidin-3-yl)(6-methoxynaphthalen-2-yl)methanone